ClC1=CC=C(C[C@H]2CO[C@H](CN2C2CCC(CC2)C=2SC(=C(N2)C)C)C(=O)NC=2N=CN(C2)C)C=C1 (2R,5S)-5-(4-Chlorobenzyl)-4-(4-(4,5-dimethylthiazol-2-yl)cyclohexyl)-N-(1-methyl-1H-imidazol-4-yl)morpholin-2-carboxamid